C(C)(C)(C)OC(COCCOS(=O)(=O)C1=CC=C(C)C=C1)=O 2-(2-(p-toluenesulfonyloxy)ethoxy)acetic acid tert-butyl ester